P(SC1=CC=CC=C1)(OCCCCCCCCCCCC)OCCCCCCCCCCCC S-phenyl dilauryl monothiophosphite